C[C@@H]1N(CC=2N(C1)N=CC2N2S(CC(C2C)OC2=NC=CC=N2)(=O)=O)C(=O)NC2=CC(=C(C(=C2)F)F)F (6S)-6-methyl-3-(3-methyl-1,1-dioxo-4-pyrimidin-2-yloxy-1,2-thiazolidin-2-yl)-N-(3,4,5-trifluorophenyl)-6,7-dihydro-4H-pyrazolo[1,5-a]pyrazine-5-carboxamide